4-chlorophenyl (vinyl) sulfone C(=C)S(=O)(=O)C1=CC=C(C=C1)Cl